BrC=1C(=NNC1)COCCO 2-((4-bromo-1H-pyrazol-3-yl)methoxy)ethanol